[Mg+].FC1=CC=C(C=C1)SNC1=CC=C(C=C1)S(=O)(=O)NC=1N=NC(=CC1)OC 4-(((4-fluorophenyl)thio)amino)-N-(6-methoxypyridazin-3-yl)benzenesulfonamide magnesium(1+)